ClC1=C(C=CC(=C1)F)C=1C(=NN(C1NC1=C(C=CC=C1)F)C)C (2-chloro-4-fluorophenyl)-N-(2-fluorophenyl)-1,3-dimethyl-1H-pyrazol-5-amine